3-(6-bromo-5-methyl-1-oxoisoindolin-2-yl)piperidine-2,6-dione BrC1=C(C=C2CN(C(C2=C1)=O)C1C(NC(CC1)=O)=O)C